4-fluoro-7-methyl-N-(8-(4-methylpiperazin-1-yl)isoquinolin-6-yl)-1H-indole FC1=C2C=CN(C2=C(C=C1)C)C=1C=C2C=CN=CC2=C(C1)N1CCN(CC1)C